Cl.C1(=CC=CC=C1)C1=NC=2CCC(CC2C=N1)N 2-phenyl-5,6,7,8-tetrahydroquinazolin-6-amine hydrochloride